BrC=1C=2N(C(=NC1C)Cl)CCN2 8-bromo-5-chloro-7-methyl-2,3-dihydroimidazo[1,2-c]pyrimidine